(R and S)-N-(4,4-difluoropiperidin-3-yl)-7-(2-(2,2,2-trifluoroethoxy)phenyl)benzo[d]oxazole-2-carboxamide FC1([C@@H](CNCC1)NC(=O)C=1OC2=C(N1)C=CC=C2C2=C(C=CC=C2)OCC(F)(F)F)F |r|